(S)-N-(3,3-difluorocyclobutyl)-5-(2-((1-methoxypropan-2-yl)amino)-7H-pyrrolo[2,3-d]pyrimidin-5-yl)pyrazolo[1,5-a]pyridine-3-carboxamide FC1(CC(C1)NC(=O)C=1C=NN2C1C=C(C=C2)C2=CNC=1N=C(N=CC12)N[C@H](COC)C)F